CC1=NC(=NC(=C1)C)N1C[C@H]2[C@@H](C1)CNC2 (3aR,6aS)-5-(4,6-dimethylpyrimidin-2-yl)hexahydropyrrolo[3,4-c]pyrrole